(R)-2-(benzyl-(tert-butoxycarbonyl)amino)-4-morpholino-4-oxobutanoic acid C(C1=CC=CC=C1)N([C@@H](C(=O)O)CC(=O)N1CCOCC1)C(=O)OC(C)(C)C